7-amino-6-(3-hydroxy-2,6-dimethyl-phenyl)-4-methyl-pyrrolo[1,2-a]pyrimidine-8-carboxamide NC=1C(=C2N(C(=CC=N2)C)C1C1=C(C(=CC=C1C)O)C)C(=O)N